ClC=1C=NC(=NC1)CC=1C(=NC(=NC1)CO)C1=CC(=C(C=C1)F)F [5-[(5-chloropyrimidin-2-yl)methyl]-4-(3,4-difluorophenyl)pyrimidin-2-yl]methanol